3-((4,4-bis(((Z)-dec-4-en-1-yl)oxy)butanoyl)oxy)-2-(hydroxymethyl)propyl (9Z,12Z)-octadeca-9,12-dienoate C(CCCCCCC\C=C/C\C=C/CCCCC)(=O)OCC(COC(CCC(OCCC\C=C/CCCCC)OCCC\C=C/CCCCC)=O)CO